C(C)(=O)C1=CC=C(OC2CCN(CC2)C(=O)OC(C)(C)C)C=C1 tert-butyl 4-(4-acetyl-phenoxy)-piperidine-1-carboxylate